3-(5-((4-carbamoylcyclohexyl)oxy)-4-fluoro-2-methoxybenzamido)-N-(3-(pentafluoro-λ6-sulfaneyl)phenyl)bicyclo[2.2.1]heptane-2-carboxamide C(N)(=O)C1CCC(CC1)OC=1C(=CC(=C(C(=O)NC2C(C3CCC2C3)C(=O)NC3=CC(=CC=C3)S(F)(F)(F)(F)F)C1)OC)F